C(C1=CC=CC=C1)OC=1C(=C(C(=O)OC)C=CC1OCC1=CC=CC=C1)O methyl 3,4-bis(benzyloxy)-2-hydroxybenzoate